(S)-5-(4-(5-chloro-7-((1,1,1-trifluoropropan-2-yl)amino)-[1,2,4]triazolo[1,5-a]pyrimidin-6-yl)-3,5-difluorophenyl)pent-4-yn-1-ol ClC1=NC=2N(C(=C1C1=C(C=C(C=C1F)C#CCCCO)F)N[C@H](C(F)(F)F)C)N=CN2